NC1=CC(=C(C=C1)C=1N=NN(C1)CCC[C@@H](C(=O)O)NC(C1=CC=C(C=C1)CCC=1N=C2C(=NC(=NC2=NC1)N)N)=O)C#N (S)-5-(4-(4-Amino-2-cyanophenyl)-1H-1,2,3-triazol-1-yl)-2-(4-(2-(2,4-diaminopteridin-6-yl)ethyl)benzamido)pentanoic acid